ClC=1C=C(C=NC1N1CCN(CC1)CC(F)(F)F)C(=O)N(C)OC 5-Chloro-N-methoxy-N-methyl-6-[4-(2,2,2-trifluoroethyl)piperazin-1-yl]pyridine-3-carboxamide